N-[3-[2-(4-fluoroanilino)-1-methyl-2-oxo-ethyl]-1-bicyclo[1.1.1]pentanyl]-2-oxo-indoline-4-carboxamide FC1=CC=C(NC(C(C)C23CC(C2)(C3)NC(=O)C=3C=2CC(NC2C=CC3)=O)=O)C=C1